2-(4-fluorophenyl)-1H-phenanthro[9,10-d]Imidazole-5,10-diamine FC1=CC=C(C=C1)C1=NC2=C(N1)C1=CC(=CC=C1C=1C=CC(=CC12)N)N